3-(N-(5-cyano-4-fluoro-2-(thiazol-2-yl)phenyl)sulfamoyl)-4-cyclopropylbenzoic acid C(#N)C=1C(=CC(=C(C1)NS(=O)(=O)C=1C=C(C(=O)O)C=CC1C1CC1)C=1SC=CN1)F